CN1N=C2C=CC(=CC2=C1)CC(=O)N (2-methyl-2H-indazol-5-yl)acetamide